OC1CC2(OCCO2)C=2C(=CC=C(C12)OC1=C(C#N)C=CC=C1)SC(F)(F)F (3-hydroxy-7-(trifluoromethylsulfanyl)-2,3-dihydrospiro[indene-1,2'-[1,3]dioxolan]-4-oxy)benzonitrile